NC1=C2N=CN(C2=NC=N1)C[C@@H](C)OCP(OCCCSCCCCCCCCCCCCCCC(C(F)(F)F)(F)F)(O)=O 3-((15,15,16,16,16-pentafluorohexadecyl)thio)propyl hydrogen ((((R)-1-(6-amino-9H-purin-9-yl)propan-2-yl)oxy)methyl)phosphonate